C(=C)OC(C(CC(=O)OC=C)=C)=O 2-methylene-succinic acid 1,4-divinyl ester